C(CCCCCCCCCCCCCCCCCCCC=CC)(=O)O 21-Tricosenoic acid